[Ca].C1(CC1)SCCC(C)O 4-(cyclopropylthio)butan-2-ol calcium